tert-butyl 4-(2-amino-5-bromo-3-((5-(difluoromethyl)-1,3,4-thiadiazol-2-yl)amino)phenyl)piperazine-1-carboxylate NC1=C(C=C(C=C1NC=1SC(=NN1)C(F)F)Br)N1CCN(CC1)C(=O)OC(C)(C)C